FC1=CC=CC=2C(=N[C@@H](C(NC21)=O)NC(=O)C=2C(=NN1C2O[C@H](CC1)CO)C1=C(C=CC=C1)F)C1=CC=CC=C1 |o1:22| (5R*)-N-[(3S)-9-Fluoro-2-oxo-5-phenyl-1,3-dihydro-1,4-benzodiazepin-3-yl]-2-(2-fluorophenyl)-5-(hydroxymethyl)-6,7-dihydro-5H-pyrazolo[5,1-b][1,3]oxazine-3-carboxamide